C(C)(=O)C1=CC=C(CNC(=O)C2CN(CCC2)C=2C=3C(N=CN2)=NN(C3)C3=CC=C(C=C3)C)C=C1 N-(4-acetylbenzyl)-1-(2-(p-tolyl)-2H-pyrazolo[3,4-d]pyrimidin-4-yl)piperidine-3-carboxamide